2-bromo-1,3-dimethoxy-2-methyl-propane BrC(COC)(COC)C